N1[C@H](CCCC1)C1=C(CN2C(NC(C3=C2C=CN3)=O)=S)C=CC=C1 (R)-1-(2-(piperidin-2-yl)benzyl)-2-thioxo-1,2,3,5-tetrahydro-4H-pyrrolo[3,2-d]pyrimidin-4-one